(±)-(2-Azabicyclo[3.1.0]hexan-1-yl)methyl (7-fluoro-6-(8-methyl-2,3-dihydro-1H-pyrido[2,3-b][1,4]oxazin-7-yl)isoquinolin-3-yl)carbamate FC1=C(C=C2C=C(N=CC2=C1)NC(OCC12NCCC2C1)=O)C1=C(C2=C(OCCN2)N=C1)C